[Ti+4].C(C)(C)[O-].C(C)(C)[O-] diisopropanolate titanium (IV)